2-((4-oxo-7-(4,4,5,5-tetramethyl-1,3,2-dioxaborolan-2-yl)-3,4-dihydrophthalazin-1-yl)methyl)isoindoline-1,3-dione O=C1NN=C(C2=CC(=CC=C12)B1OC(C(O1)(C)C)(C)C)CN1C(C2=CC=CC=C2C1=O)=O